cyclopropyl-6-methyl-2-(o-tolyl)-7-tosyl-7H-pyrrolo[2,3-d]pyrimidin-4-amine C1(CC1)C1=C(N(C=2N=C(N=C(C21)N)C2=C(C=CC=C2)C)S(=O)(=O)C2=CC=C(C)C=C2)C